C(=O)(O)C(CCCCCCC1=C(C=CC=C1)CCCCCCC1(CC1)C(=O)O)(C)C 1-(6-(2-(7-carboxy-7-methyloctyl)phenyl)hexyl)cyclopropane-1-carboxylic acid